C(C)N(C1=NC=2N(C3=CC(=C(C=C13)F)N)C=NN2)C2=CC=CC=C2 N5-ethyl-7-fluoro-N5-phenyl-[1,2,4]triazolo[4,3-a]quinazolin-5,8-diamine